S(=O)(=O)([O-])[O-].O=C(C=C)NC(C)[NH3+].O=C(C=C)NC(C)[NH3+] (1-oxo-2-propen-1-ylamino)ethanaminium sulfate